2,6-bis(chloromethyl)-1,4-phenylene ether ClCC1=C2C(=CC(=C1)O2)CCl